C(#N)C1=CC(=C(C=C1)C1C(=C(NC2=C(C=NC(=C12)OCC)C)C)C(=O)O)OC 4-(4-cyano-2-methoxyphenyl)-5-ethoxy-2,8-dimethyl-1,4-dihydro-1,6-Naphthyridine-3-carboxylic acid